1,2,4,5-O-tetranonoyl-xylitol C(CCCCCCCC)(=O)C([C@](O)([C@@H](O)[C@](O)(COC(CCCCCCCC)=O)C(CCCCCCCC)=O)C(CCCCCCCC)=O)O